NC1=C(C=CC=C1)NC(C1=CC=C(C=C1)CSC1=NN2C(C(=N1)NC1=NNC=C1)=CC=C2)=O N-(2-aminophenyl)-4-[[[4-[(1H-pyrazol-3-yl)amino]pyrrolo[2,1-f][1,2,4]triazin-2-yl]thio]methyl]benzamide